Acetyl-hydroquinone C(C)(=O)C1=C(O)C=CC(=C1)O